FC1=C(C=C2CCC(NC2=C1)=O)NC(C1=CC=NC=C1)=O N-(7-fluoro-2-oxo-1,2,3,4-tetrahydroquinolin-6-yl)isonicotinamide